ClC1=C(C=CC2=C1C(=NCC(N2C)=O)C2=C(C=CC(=C2)O)F)C(F)(F)F 6-chloro-5-(2-fluoro-5-hydroxy-phenyl)-1-methyl-7-(trifluoromethyl)-3H-1,4-benzodiazepin-2-one